CC1=C(C(=O)P(C2=CC=CC=C2)(C2=CC=CC=C2)=O)C=CC(C1)(C)C 2,4,4-trimethylbenzoyldiphenylphosphine oxide